N-(furan-2-ylmethyl)methacrylamide O1C(=CC=C1)CNC(C(=C)C)=O